FC1=C(C=CC(=C1)C)C=1C(=C2C(=NC1)N(C(N2)=O)[C@H](CS(=O)(=O)C)C2=NC(=C(C=C2)OC)OCC)C (S)-6-(2-fluoro-4-methylphenyl)-3-(1-(6-ethoxy-5-methoxypyridin-2-yl)-2-(methylsulfonyl)ethyl)-7-methyl-1H-imidazo[4,5-b]pyridin-2(3H)-one